ClC1=NC=C2C=C(N=C(C2=C1)OCC1CC1)C1=C(C(=CC(=C1Cl)OC)OC)Cl 7-chloro-1-(cyclopropylmethoxy)-3-(2,6-dichloro-3,5-dimethoxyphenyl)-2,6-naphthyridine